(S)-3-(2-benzyl-3-chloro-7-oxo-2,4,5,7-tetrahydro-6H-pyrazolo[3,4-c]pyridin-6-yl)-9-(cyclopropaneformyl)-1-methyl-3,4,8,9,10,11-hexahydro-[1,4]oxazepino[3,2-f]isoquinolin-2(1H)-one C(C1=CC=CC=C1)N1N=C2C(N(CCC2=C1Cl)[C@@H]1C(N(C2=C3CCN(CC3=CC=C2OC1)C(=O)C1CC1)C)=O)=O